Ethyl (S)-3-(3-(4-Hydroxy-1,5-dimethyl-2-oxo-1,2-dihydropyridin-3-yl)ureido)-3-(6-methoxybiphenyl-3-yl)propanoat OC1=C(C(N(C=C1C)C)=O)NC(N[C@@H](CC(=O)OCC)C=1C=C(C(=CC1)OC)C1=CC=CC=C1)=O